6-(2-(3-Chloro-4-chlorophenyl)-1H-benzo[d]imidazol-6-yl)-3-(2-(piperidin-1-yl)ethyl)quinazolin-4(3H)-one ClC=1C=C(C=CC1Cl)C1=NC2=C(N1)C=C(C=C2)C=2C=C1C(N(C=NC1=CC2)CCN2CCCCC2)=O